ClC1=CC(=C(C(=C1)C)C=1N(C=2C(=NC(=CC2)OC2CC(C2)(F)F)N1)C)OCOC 2-(4-chloro-2-(methoxymethoxy)-6-methylphenyl)-5-(3,3-difluorocyclobutoxy)-1-methyl-1H-imidazo[4,5-b]pyridine